C(C)(C)(C)OC(=O)N1[C@@H](CCC1)C=1C=C(C=C2CCOCC12)C=1C=C2C(=NC1)N(C=C2C2=NC=C(C=C2)C(N(C)C)=O)S(=O)(=O)C2=CC=C(C)C=C2 (S)-2-(6-(3-(5-(dimethylcarbamoyl)pyridin-2-yl)-1-tosyl-1H-pyrrolo[2,3-b]pyridin-5-yl)isochroman-8-yl)pyrrolidine-1-carboxylic acid tert-butyl ester